1-(2-(4-(3-methoxybenzyl)piperazine-1-carbonyl)phenyl)ethanone COC=1C=C(CN2CCN(CC2)C(=O)C2=C(C=CC=C2)C(C)=O)C=CC1